5-methyl-4-oxo-7-{3-[(5-propyl-1,3,4-thiadiazol-2-yl)carbamoyl]azetidin-1-yl}-1-(1,3-thiazol-2-yl)-1,4-dihydro-1,8-naphthyridine-3-carboxylic acid CC1=C2C(C(=CN(C2=NC(=C1)N1CC(C1)C(NC=1SC(=NN1)CCC)=O)C=1SC=CN1)C(=O)O)=O